COC(=O)C=1C(=NN(C1)C(C)C)C 3-Methyl-1-(propan-2-yl)-1H-pyrazole-4-carboxylic acid methyl ester